(2s,2'S)-2,2'-(5-(((S)-1-carboxyethyl)amino)-5-phenyldihydropyrimidine-1,3(2H,4H)-diyl)dipropionic acid C(=O)(O)[C@H](C)NC1(CN(CN(C1)[C@H](C(=O)O)C)[C@H](C(=O)O)C)C1=CC=CC=C1